CO[Si](C(C)C1=C(C(=C(C=C1)[SiH](C)C)[SiH](C)C)CC[SiH2]C(NCCC[Si](C)(OCC)OCC)NCCC[Si](OCC)(OCC)C)(OC)OC 1-trimethoxysilylethyldimethylsilyl-3-bis(methyldiethoxysilylpropylamino)methylsilylethyldimethylsilylbenzene